NC1(CCN(CC1)C=1N(C(C2=C(N1)NC=C2C2=C(C1=CN(N=C1C=C2)CC)Cl)=O)C)C 2-(4-amino-4-methyl-piperidin-1-yl)-5-(4-chloro-2-ethyl-2H-indazol-5-yl)-3-methyl-3,7-dihydro-4H-pyrrolo[2,3-d]pyrimidin-4-one